N-[(4-bromophenyl)methyl]-6-{[6-(trifluoromethyl)pyridin-3-yl]Methoxy}pyridazin-3-amine BrC1=CC=C(C=C1)CNC=1N=NC(=CC1)OCC=1C=NC(=CC1)C(F)(F)F